ClC1=CC=CC2=C1C1=C(O2)C(=CC=C1)C1=C2C=CC=CC2=C(C2=CC=CC=C12)C1=CC=C(C=C1)N1C2=CC=CC=C2C=2C=CC=CC12 9-(4-(10-(9-chlorodibenzofuran-4-yl)anthracen-9-yl)phenyl)-9h-carbazole